ClC=1C=C2C(=NC(=NC2=C(C1C1=C2C=NNC2=CC=C1C)F)NC1CC2CCC(C1)N2C2CC2)N2CCN(CC2)C(C=C)=O 1-(4-(6-chloro-2-((8-cyclopropyl-8-azabicyclo[3.2.1]octan-3-yl)amino)-8-fluoro-7-(5-methyl-1H-indazol-4-yl)quinazolin-4-yl)piperazin-1-yl)prop-2-en-1-one